Hexamercapto-silver S[Ag](S)(S)(S)(S)S